The molecule is a monounsaturated fatty acid anion that is the conjugate base of 11-hydroxy-(12S,13S)-epoxy-(9Z)-octadecenoic acid, obtained by deprotonation of the carboxy group; major species at pH 7.3. It is a hydroxy fatty acid anion, a monounsaturated fatty acid anion, a long-chain fatty acid anion and an octadecanoid anion. It is a conjugate base of an 11-hydroxy-(12S,13S)-epoxy-(9Z)-octadecenoic acid. CCCCC[C@H]1[C@@H](O1)C(/C=C\\CCCCCCCC(=O)[O-])O